methyl 2-chloro-5-fluoro-3-(4,4,5,5-tetramethyl-1,3,2-dioxaborolan-2-yl)benzoate ClC1=C(C(=O)OC)C=C(C=C1B1OC(C(O1)(C)C)(C)C)F